BrC1=CN=CC2=C(C=C(C(=C12)OC([2H])([2H])[2H])F)Cl 4-Bromo-8-chloro-6-fluoro-5-(methoxy-d3)isoquinoline